ClC1=NN2C(N=CC3=C2C(C[C@@H]3C(=O)NC=3C=NC(=C(C3)Cl)N3N=CC(=N3)[C@@H](C)O)(C)C)=C1 (S)-2-chloro-N-(5-chloro-6-(4-((R)-1-hydroxyethyl)-2H-1,2,3-triazol-2-yl)pyridin-3-yl)-8,8-dimethyl-7,8-dihydro-6H-cyclopenta[e]pyrazolo[1,5-a]pyrimidine-6-carboxamide